2-amino-N-((5-(3,3-difluoropyrrolidin-1-yl)pyridin-2-yl)methyl)-N',3-dimethyl-N'-(pyrimidin-2-yl)quinoline-6-carbohydrazide NC1=NC2=CC=C(C=C2C=C1C)C(=O)N(N(C1=NC=CC=N1)C)CC1=NC=C(C=C1)N1CC(CC1)(F)F